1,4-diboronIn B1C=CB=CC=CC=C1